[N+](=O)([O-])C=1C=C2CN(C(C2=CC1)=O)N1C(CCCC1=O)=O (5-Nitro-1-oxoisoindolin-2-yl)piperidine-2,6-dione